BrC=1C=CC(N(C1)CCOC)=O 5-bromo-1-(2-methoxyethyl)-1,2-dihydropyridin-2-one